5-Amino-2,7-anhydro-3,5-dideoxy-α-D-glycero-D-galacto-non-2-ulopyranosonic acid N[C@@H]1[C@H](C[C@]2(C(=O)O)O[C@H]1[C@H](O2)[C@H](O)CO)O